phenethyl (E)-3-(2,3-dihydroxyphenyl)acrylate OC1=C(C=CC=C1O)/C=C/C(=O)OCCC1=CC=CC=C1